N(=C=O)C(C)(C)C1=C(C2=CC=CC=C2C=C1)C(C)(N=C=O)C bis-(1-isocyanato-1-methylethyl)-naphthalene